1-[(3S*,4R*,Z)-4-(2,6-difluoro-4-methoxyphenyl)-2-(methylimino)pyrrolidin-3-yl]-3-(4-fluorophenyl)urea FC1=C(C(=CC(=C1)OC)F)[C@H]1[C@@H](/C(/NC1)=N/C)NC(=O)NC1=CC=C(C=C1)F |o1:10,11|